C(=O)(OC(C)(C)C)C1C2(CC3CC(CC1C3)C2)O Bochydroxyadamantane